1-(2,4-bis(trifluoromethyl)benzyl)-1H-pyrazol-4-yl-5-(2,4-difluorophenyl)isoxazole-3-carboxamide FC(C1=C(CN2N=CC(=C2)C=2C(=NOC2C2=C(C=C(C=C2)F)F)C(=O)N)C=CC(=C1)C(F)(F)F)(F)F